C(C)(C)(C)OCCOC=1C=C(C=C(C1)OC)NC(C(=O)OC)C1=CC=C(C=C1)Cl methyl 2-((3-(2-(tert-butoxy)ethoxy)-5-methoxyphenyl)amino)-2-(4-chlorophenyl)acetate